FC1=C(C(=CC=C1)F)C1=N[C@H](C2=NC(=CN2C=2SC=3OCCOCC3C12)C(=O)NCC(C)(C)O)C (7S)-9-(2,6-difluorophenyl)-N-(2-hydroxy-2-methyl-propyl)-7-methyl-13,16-dioxa-18-thia-2,5,8-triazatetracyclo[8.8.0.02,6.011,17]octadeca-1(10),3,5,8,11(17)-pentaene-4-carboxamide